1,3-propylenediaminetetraacetic acid C(CCN(CC(=O)O)CC(=O)O)N(CC(=O)O)CC(=O)O